C(CC=C)[Si](O[Si](CC)(CC)CC)(CC)CCC=C di(3-butenyl)tetraethyldisiloxane